1-(4-(4-((4-(4-((5-chloro-4-((2-(dimethylphosphoryl)phenyl)amino)pyrimidin-2-yl)amino)-3-methoxyphenyl)piperazin-1-yl)methyl)piperidin-1-yl)phenyl)dihydropyrimidine-2,4(1H,3H)-dione ClC=1C(=NC(=NC1)NC1=C(C=C(C=C1)N1CCN(CC1)CC1CCN(CC1)C1=CC=C(C=C1)N1C(NC(CC1)=O)=O)OC)NC1=C(C=CC=C1)P(=O)(C)C